(8-epoxypropoxyoctyl)trimethoxysilane C(CC)OC1(C(CCCCCC)O1)[Si](OC)(OC)OC